Tert-butyl (4R)-4-[6-amino-8-oxo-7-(4-phenoxyphenyl) purin-9-yl]-3,3-difluoro-[1,4'-bipiperidine]-1'-carboxylate NC1=C2N(C(N(C2=NC=N1)[C@H]1C(CN(CC1)C1CCN(CC1)C(=O)OC(C)(C)C)(F)F)=O)C1=CC=C(C=C1)OC1=CC=CC=C1